N=1C(C=C2C=CC3=C(C12)C=NN=N3)=S triazinoindolothione